CC=1OC2=C(C1)C=C(C=C2)OCC=2C(=NC=CC2)C(F)(F)F 2-methyl-5-((2-(trifluoromethyl)pyridin-3-yl)methoxy)benzofuran